(5-fluoropyrimidin-2-yl)-4-methoxy-5-nitrobenzoic acid methyl ester COC(C1=C(C=C(C(=C1)[N+](=O)[O-])OC)C1=NC=C(C=N1)F)=O